2-(4-Bromo-3-(methoxymethoxy)phenyl)-1,3,4-oxadiazole BrC1=C(C=C(C=C1)C=1OC=NN1)OCOC